[(2R,3R,4R,5R)-5-[2-amino-6-(methylamino)purin-9-yl]-4-fluoro-4-methyl-3-[(2-methylpropanoyl)oxy]oxolan-2-yl]methyl propanoate C(CC)(=O)OC[C@H]1O[C@H]([C@]([C@@H]1OC(C(C)C)=O)(C)F)N1C2=NC(=NC(=C2N=C1)NC)N